CC1=C(C=NC=C1)C1=CC(=NC(=C1)OC(F)(F)F)C(=O)NC1=NC=CC=C1 4-Methyl-N-(pyridin-2-yl)-6'-(trifluoromethoxy)-[3,4'-bipyridine]-2'-carboxamide